4-[tert-butyl(dimethyl)silyl]oxybutan-1-ol [Si](C)(C)(C(C)(C)C)OCCCCO